N,N-Bis(trimethylsilyl)octadecylamin C[Si](N([Si](C)(C)C)CCCCCCCCCCCCCCCCCC)(C)C